3-Bromo-5-(trifluoromethyl)-1H-1,2,4-triazole BrC1=NNC(=N1)C(F)(F)F